(2S,4S)-(4-(2H-indazol-2-yl)-1-((5-methoxy-7-methyl-1H-indol-4-yl)methyl)piperidin-2-yl)benzoic acid N=1N(C=C2C=CC=CC12)[C@@H]1C[C@H](N(CC1)CC1=C2C=CNC2=C(C=C1OC)C)C1=C(C(=O)O)C=CC=C1